1-{[2-(trimethylsilyl)ethoxy]Methyl}-1H-indole-6-carboxylic acid methyl ester COC(=O)C1=CC=C2C=CN(C2=C1)COCC[Si](C)(C)C